tert-butyl (1-((4-((3-(1-(2,6-dioxopiperidin-3-yl)-3-methyl-2-oxo-2,3-dihydro-1H-benzo[d]imidazol-4-yl)prop-2-yn-1-yl)oxy)piperidin-1-yl)sulfonyl)piperidin-4-yl)carbamate O=C1NC(CCC1N1C(N(C2=C1C=CC=C2C#CCOC2CCN(CC2)S(=O)(=O)N2CCC(CC2)NC(OC(C)(C)C)=O)C)=O)=O